NC1=NC(=C2C(=N1)N(N=C2)CC2=CC=C(C=C2)N)C2=CC(=NC=C2)C#N 4-(6-amino-1-(4-aminobenzyl)-1H-pyrazolo[3,4-d]pyrimidin-4-yl)picolinonitrile